methyl-1,2-ethylene glycol CC(CO)O